(3ar,5r,6as)-5-(((tert-butyldiphenylsilyl)oxy)methyl)-2,2-dimethyl-dihydrofuro[2,3-d][1,3]dioxol-6(3aH)-one [Si](C1=CC=CC=C1)(C1=CC=CC=C1)(C(C)(C)C)OC[C@@H]1C([C@@H]2[C@@H](OC(O2)(C)C)O1)=O